4-[(3aR,9bR)-9b-(benzenesulfonyl)-7-[(2,6-difluorophenyl)methoxy]-1H,2H,3H,3aH,4H,5H,9bH-benzo[e]indole-3-carbonyl]-1λ6-thiane-1,1-dione C1(=CC=CC=C1)S(=O)(=O)[C@]12CCN([C@@H]2CCC2=C1C=CC(=C2)OCC2=C(C=CC=C2F)F)C(=O)C2CCS(CC2)(=O)=O